O(OCC=O)OCC=O 2,2'-oxydioxydiethanone